CN1N=NC2=C1C(=CC=C2)B2OC(C(O2)(C)C)(C)C 1-methyl-7-(4,4,5,5-tetramethyl-1,3,2-dioxaborolan-2-yl)-1H-benzo[d][1,2,3]triazole